CC1=C(C(=NC=C1)N)N 4-methylpyridine-2,3-diamine